C(C)C1=CC=C(C=C1)C1=CC=NN1 5-(4-ethylphenyl)-1H-pyrazol